C[C@]12CC[C@H]3[C@H]([C@@H]1CC[C@@H]2C(=O)O)CC[C@@H]4[C@@]3(CCC(=O)N4)C 3-oxo-4-aza-5alpha-androstane-17beta-carboxylic acid